N-(Tricyclo[3.3.1.13,7]dec-1-yl)-4-(trifluoromethyl)benzenesulfonamide C12(CC3CC(CC(C1)C3)C2)NS(=O)(=O)C2=CC=C(C=C2)C(F)(F)F